COC=1C=C(C=CC1OC)C1=CC=2C=NC(=CC2N1C)C1=CC=C(C=C1)N1CCN(CC1)C(C)C 2-(3,4-dimethoxyphenyl)-6-(4-(4-isopropylpiperazin-1-yl)phenyl)-1-methyl-1H-pyrrolo[3,2-c]pyridine